5-chloro-N2-(2-methoxy-4-(4-(4-methylpiperazin-1-yl)piperidin-1-yl)phenyl)-N4-(1-(methylsulfonyl)indol-7-yl)pyrimidine-2,4-diamine ClC=1C(=NC(=NC1)NC1=C(C=C(C=C1)N1CCC(CC1)N1CCN(CC1)C)OC)NC=1C=CC=C2C=CN(C12)S(=O)(=O)C